OC(C(C(=O)OC)=C)C1=CC=C(C=C1)OC Methyl 2-[hydroxy (4-methoxyphenyl) methyl]acrylate